4-(benzo[b]thiophen-2-yl)-5-(3-methoxyphenyl)-3-methylenedihydrofuran-2(3H)-one S1C2=C(C=C1C1C(C(OC1C1=CC(=CC=C1)OC)=O)=C)C=CC=C2